C(CCC(=O)[O-])(=O)OC(CCCCCCCCCCCC(CCCCCCCC\C=C/C\C=C/CCCCC)OC(=O)OCCCN(C)C)CCCCCCCC (13Z,16Z)-4-(((3-(dimethylamino)propoxy)carbonyl)oxy)docosa-13,16-dien-1-ylheptadecan-9-yl succinate